4-(tert-butyl)-N-(4-(3,4-dihydro-2H-pyran-4-yl)-3-(2H-tetrazol-5-yl)phenyl)piperidine C(C)(C)(C)C1CCN(CC1)C1=CC(=C(C=C1)C1CCOC=C1)C=1N=NNN1